6,7-dihydropyridazino[4,3-b][1,4]oxazine N1=NC=CC=2OCCNC21